N-((1-(4-(6-(fluoromethoxy)-7-methoxyquinazolin-4-yl)piperazin-1-yl)cyclopropyl)methyl)thiodiamide FCOC=1C=C2C(=NC=NC2=CC1OC)N1CCN(CC1)C1(CC1)C[N-]S[NH-]